1-(6-methoxy-2-(pyrrolidin-1-yl)-7-(3-(pyrrolidin-1-yl)propoxy)quinazolin-4-yl)piperidin-3-amine COC=1C=C2C(=NC(=NC2=CC1OCCCN1CCCC1)N1CCCC1)N1CC(CCC1)N